(E)-4-(dimethylamino)-N-[1-[5-fluoro-2-[[1-[(2R)-2-hydroxypropyl]pyrazol-4-yl]amino]pyrimidin-4-yl]-3-methyl-pyrrolo[2,3-b]pyridin-5-yl]but-2-enamide CN(C/C=C/C(=O)NC=1C=C2C(=NC1)N(C=C2C)C2=NC(=NC=C2F)NC=2C=NN(C2)C[C@@H](C)O)C